FC(S(=O)(=O)SC1CCS(C1)(=O)=O)(F)F 4-trifluoromethylsulfonylthiotetrahydrothiophene-1,1-dioxide